C(C)(C)(C)N=P(N(C)C)(N(C)C)N(C)C N'''-tert-butyl-N,N,N',N',N'',N''-hexamethylphosphorimidic triamide